C(CC)(=O)C=1C=C2C=CC(=CC2=CC1)N(C)C 6-propionyl-2-(dimethylamino)-naphthalene